C1(=CC=CC=C1)[C@H](C)N1C2C(OC(CC1)C2)=O 2-((S)-1-phenylethyl)-6-oxa-2-azabicyclo[3.2.1]octane-7-one